F[C@@H]1[C@@H](C1)C(=O)NC1=NN2C(C=C(C=C2)C2=C3C=NNC3=C(C(=C2C)F)OC)=C1 (1S,2S)-2-fluoro-N-(5-(6-fluoro-7-methoxy-5-methyl-1H-indazol-4-yl)pyrazolo[1,5-a]pyridin-2-yl)cyclopropane-1-carboxamide